3-methoxy-4-((3-(4-((1-methylpiperidin-4-yl)amino)-1-(2,2,2-trifluoroethyl)-1H-indol-2-yl)prop-2-yn-1-yl)amino)benzenesulfonamide COC=1C=C(C=CC1NCC#CC=1N(C2=CC=CC(=C2C1)NC1CCN(CC1)C)CC(F)(F)F)S(=O)(=O)N